2-(1H-pyrazol-4-yl)morpholine-4-carboxylic acid tert-butyl ester C(C)(C)(C)OC(=O)N1CC(OCC1)C=1C=NNC1